C(#N)C1(CC1)NS(=O)(=O)C=1C=C2C(=NN(C2=C(C1)C=1CCN(CC1)S(=O)(=O)C(C)C)CC(F)(F)F)C=1SC(=NN1)C(F)F N-(1-cyanocyclopropyl)-3-(5-(difluoromethyl)-1,3,4-thiadiazol-2-yl)-7-(1-(isopropylsulfonyl)-1,2,3,6-tetrahydropyridin-4-yl)-1-(2,2,2-trifluoroethyl)-1H-indazole-5-sulfonamide